C(C)(C)(C)OC(=O)N[C@H](COC=1C(=C(C=CC1)CCCCCC(=O)O)F)CCC(N)=O 6-[3-[(2S)-2-[(tert-butoxycarbonyl)amino]-4-carbamoylbutoxy]-2-fluorophenyl]hexanoic acid